2,6-bis(benzyloxy)-N-(5-(4-(((1r,4r)-4-(dimethoxymethyl)cyclohexyl)oxy)piperidin-1-yl)-2-nitrophenyl)pyridin-3-amine C(C1=CC=CC=C1)OC1=NC(=CC=C1NC1=C(C=CC(=C1)N1CCC(CC1)OC1CCC(CC1)C(OC)OC)[N+](=O)[O-])OCC1=CC=CC=C1